ClC1=NC2=C(C=C(C=C2C(=C1C1=NC(=NO1)C)C)[C@H](C)F)F (S)-5-(2-chloro-8-fluoro-6-(1-fluoroethyl)-4-methylquinolin-3-yl)-3-methyl-1,2,4-oxadiazole